CC1=C(C=C(C=C1C(=O)O)CO)C(=O)O 2-methyl-5-hydroxymethyl-1,3-benzenedicarboxylic acid